N-ethyl-2,2-dimethylpropionamid C(C)NC(C(C)(C)C)=O